1-(tert-butyl) 2-methyl (2R,4R)-4-((tert-butyldimethylsilyl)oxy)-2-(3-chloropropyl)pyrrolidine-1,2-dicarboxylate [Si](C)(C)(C(C)(C)C)O[C@@H]1C[C@@](N(C1)C(=O)OC(C)(C)C)(C(=O)OC)CCCCl